N1(CC[C@@H]2[C@H]1CNCC2)C=2SC1=C(N=NC(=C1)C1=C(C=C(C=C1)C=1C=NNC1)O)N2 2-{6-[(3ar,7as)-octahydro-1H-pyrrolo[2,3-c]pyridin-1-yl][1,3]thiazolo[4,5-c]pyridazin-3-yl}-5-(1H-pyrazol-4-yl)phenol